3-(4-amino-2-methyl-5-pyrimidinyl)methyl-5-(beta-hydroxyethyl)-4-methyl-thiazole hydrochloride Cl.NC1=NC(=NC=C1CN1CSC(=C1C)CCO)C